[4-(2-chloro-5-methoxypyridin-3-yl)-3-{[(dimethylamino)methylene]Sulfamoyl}phenyl]-2-(2-chlorophenyl)acetamide ClC1=NC=C(C=C1C1=C(C=C(C=C1)C(C(=O)N)C1=C(C=CC=C1)Cl)S(N=CN(C)C)(=O)=O)OC